2-((9z,12z)-octadec-9,12-dien-1-yl)malonic acid C(CCCCCCC\C=C/C\C=C/CCCCC)C(C(=O)O)C(=O)O